8-Fluoro-4-(4-(4-methylpiperazine-1-carbonyl)benzyl)phthalazin-1(2H)-one FC=1C=CC=C2C(=NNC(C12)=O)CC1=CC=C(C=C1)C(=O)N1CCN(CC1)C